Methyl 3-(1-(5-((2,6-difluorobenzyl) amino)pyridin-2-yl)-5-(trifluoromethyl)-1H-pyrazol-3-yl)-5-methyl-4,5-dihydroisoxazole-5-carboxylate FC1=C(CNC=2C=CC(=NC2)N2N=C(C=C2C(F)(F)F)C2=NOC(C2)(C(=O)OC)C)C(=CC=C1)F